C(C)(C)(C)OOC(C)(C#CC(C)(C)OOC(C)(C)C)C 2,5-di-(tert-butyl-peroxy)-2,5-dimethyl-3-hexyne